C(C)(C)(C)[Si](Cl)(C1=CC=CC=C1)C1=CC=CC=C1 tertbutyldiphenylchlorosilane